C(CC)C=1CNC(C1)=O 3-propyl-2H-pyrrol-5-one